N1C=CC2=CC=C(C=C12)C(=O)N1CCC(CC1)OC1=NC=CC(=C1)C(F)(F)F (1H-indol-6-yl)(4-((4-(trifluoromethyl)pyridin-2-yl)oxy)piperidin-1-yl)methanone